3-bromo-N-(4-chloro-2-formyl-6-methylphenyl)-1-(3-chloro-2-pyridyl)-1H-pyrazole-5-carboxamide BrC1=NN(C(=C1)C(=O)NC1=C(C=C(C=C1C)Cl)C=O)C1=NC=CC=C1Cl